O=C1N(C=CN1)CCNC(O[C@H]1[C@H](NC[C@@H]1O)CC1=CC=C(C=C1)OC)=O (2R,3S,4S)-4-hydroxy-2-[(4-methoxyphenyl)methyl]pyrrolidin-3-yl N-[2-(2-oxo-3H-imidazol-1-yl)ethyl]carbamate